cyclohexylaminobenzophenone C1(CCCCC1)NC1=C(C(=O)C2=CC=CC=C2)C=CC=C1